1-hexadecyl-sn-glycero-3-Phosphocholine C(CCCCCCCCCCCCCCC)OC[C@@H](O)COP(=O)([O-])OCC[N+](C)(C)C